oxygen propyl-methyl-diethoxysilicon C(CC)[Si](OCC)(OCC)C.[O]